ON(C(C)=O)CCCCCNC(=O)CCC(=O)NO 3-((5-(N-hydroxyacetamido)-pentyl)carbamoyl)propionohydroxamic acid